3-[4-(2,5-dichloropyrimidin-4-yl)pyrazol-1-yl]-1H-pyridin-2-one ClC1=NC=C(C(=N1)C=1C=NN(C1)C=1C(NC=CC1)=O)Cl